C(CCCCCCC\C=C/CCCCCCCC)C(OCCCN(C)C)CCCCCCCC\C=C/CCCCCCCC 3-(dioleylmethoxy)-N,N-dimethylpropane-1-amine